NC1C2=CC=CC=C2CC12CCN(CC2)C=2NC(C1=C(N2)NN=C1C(=C)C1=C(C(=NC=C1)N)Cl)=O 6-(1-amino-1,3-dihydro-spiro[inden-2,4'-piperidin]-1'-yl)-3-(1-(2-amino-3-chloropyridin-4-yl)vinyl)-1,5-dihydro-4H-pyrazolo[3,4-d]pyrimidin-4-one